OCC1=CC=C(C=C1)N=NC1=CC=CC=C1 p-hydroxymethyl-azobenzene